sodium 2-isopentyl-3-(cyclohexylamino)-1-propanesulfonate C(CC(C)C)C(CS(=O)(=O)[O-])CNC1CCCCC1.[Na+]